5-(4-cyclopropyl-1H-imidazol-1-yl)-4-methylthiophene-2-carboxylic acid C1(CC1)C=1N=CN(C1)C1=C(C=C(S1)C(=O)O)C